1-(2-ethyl-4-(1-(((3-methyl-4-(4-methylpyrimidin-5-yl)benzyl)oxy)imino)ethyl)benzyl)pyrrolidine-3-carboxylic acid C(C)C1=C(CN2CC(CC2)C(=O)O)C=CC(=C1)C(C)=NOCC1=CC(=C(C=C1)C=1C(=NC=NC1)C)C